rac-cis-2-((2-bromo-5-fluorobenzo[d]thiazol-6-yl)oxy)cyclobutanol BrC=1SC2=C(N1)C=C(C(=C2)O[C@@H]2[C@@H](CC2)O)F |r|